2-(4,4-difluoroazepan-1-yl)-5-(difluoro-methoxy)nicotinamide FC1(CCN(CCC1)C1=C(C(=O)N)C=C(C=N1)OC(F)F)F